ClC1=CC=C(C=C1)C1=NN2C(CN(CC2)C(\C=C\CN2CCCCC2)=O)=C1C1=CC=NC=C1 (2E)-1-[2-(4-chlorophenyl)-3-(pyridin-4-yl)-6,7-dihydropyrazolo[1,5-a]pyrazin-5(4H)-yl]-4-(piperidin-1-yl)but-2-en-1-one